C1(=CC=CC=C1)C1=C(C(=C(C=C1)C1=CC=CC=C1)C1=C(C=CC=2SC3=C(C21)C=CC=C3)C3=CC=CC=C3)C3=NN=NC(=C3C3=CC=CC=C3)C3=CC=CC=C3 phenyl-(diphenyltriazinyl)(phenyldibenzothiophenyl)biphenyl